OC1CCC(CC1)NC(=O)C=1NC=C(C1)C1=NC(=NC=C1C(F)(F)F)N[C@@H]1CNCCC1 N-(4-hydroxycyclohexyl)-4-(2-{[(3S)-piperidin-3-yl]amino}-5-(trifluoromethyl)pyrimidin-4-yl)-1H-pyrrole-2-carboxamide